[C@H]12CC(C[C@H](CC1)N2)N(C2=CC1=NN(C=C1S2)C2=C(C=C(C=C2)C=2C=NNC2)O)C 2-[5-[(1R,3R,5S)-8-azabicyclo[3.2.1]octan-3-yl(methyl)amino]thieno[3,2-c]pyrazol-2-yl]-5-(1H-pyrazol-4-yl)phenol